7,8-difluorooctanamid FC(CCCCCC(=O)N)CF